OCCNC(CCCC)(NO)C(C)C N-hydroxyethyl-N'-hydroxyisopropyl-pentanediamine